4-((4-chlorophenyl)sulfonyl)-3,4-dihydroquinoxalin-2(1H)-one ClC1=CC=C(C=C1)S(=O)(=O)N1CC(NC2=CC=CC=C12)=O